(Methyl)magnesium bromide C[Mg]Br